2-((((9H-Fluoren-9-yl)methoxy)carbonyl)(methyl)amino)-3-(pyrimidin-5-yl)propanoic acid C1=CC=CC=2C3=CC=CC=C3C(C12)COC(=O)N(C(C(=O)O)CC=1C=NC=NC1)C